[Si](C)(C)(C(C)(C)C)OCC=1N=C(C2=C(N1)C(=CO2)C2=C(C=C(C=C2)N2CCOCC2)OC)NC 2-{[(tert-butyldimethylsilyl)oxy]methyl}-7-[2-methoxy-4-(morpholin-4-yl)phenyl]-N-methylfuro[3,2-d]pyrimidin-4-amine